The molecule is a furanocoumarin that is 7H-furo[3,2-g][1]benzopyran-7-one substituted by a [(2S)-3,3-dimethyloxiran-2-yl]methoxy group at position 4. It has a role as a plant metabolite. It is a furanocoumarin, a lactone and an epoxide. CC1([C@@H](O1)COC2=C3C=CC(=O)OC3=CC4=C2C=CO4)C